4-(6-amino-2-azaspiro[3.3]heptan-2-yl)-6,7-dimethoxyquinoline-3-carbonitrile 2,2,2-trifluoroacetate FC(C(=O)O)(F)F.NC1CC2(CN(C2)C2=C(C=NC3=CC(=C(C=C23)OC)OC)C#N)C1